4-(8-cyclopropyl-9-oxo-6,7,8,9-tetrahydropyrido[2',3':4,5]pyrrolo[1,2-a]pyrazin-10-yl)-3-methylbenzonitrile C1(CC1)N1C(C=2N(CC1)C1=C(C2C2=C(C=C(C#N)C=C2)C)N=CC=C1)=O